C(C)(=O)C1=CC=C(C=C1)NC(=O)N1CCN(CC1)C1=NC(=NC=C1C)NC1=CC=C(C=C1)OCCCN1CCCC1 N-(4-acetylphenyl)-4-[5-methyl-2-({4-[3-(pyrrolidin-1-yl)propoxy]phenyl}amino)pyrimidin-4-yl]piperazine-1-carboxamide